CN1C=NC2=C1C(NC=C2C2=CC=C(C=C2)OC(F)(F)F)=O 3-methyl-7-(4-(trifluoromethoxy)phenyl)-3,5-dihydro-4H-imidazo[4,5-c]pyridin-4-one